O1C(=CC=C1)CNC(CCC(N1C(C2=CC=CC=C2CC1)C1=CC=CC=C1)=O)=O N-(2-Furylmethyl)-4-oxo-4-(1-phenyl-3,4-dihydro-1H-isoquinolin-2-yl)butyric acid amide